FC(C(=O)O)(F)F.FC(C(=O)O)(F)F.NC1=CC=C(C(=N1)C)CNC([C@H](C)NC(=O)[C@@H]1NC[C@H](C1)CC1=CC(=NO1)Br)=O (2R,4R)-N-((S)-1-(((6-Amino-2-methylpyridin-3-yl)methyl)amino)-1-oxopropan-2-yl)-4-((3-bromoisoxazol-5-yl)methyl)pyrrolidine-2-carboxamide Di-trifluoroacetate salt